BrC=1C=C2C3=C(N(C2=C(C1)C=1C=NN(C1)C)CC)C(=NC=C3)C 6-Bromo-9-ethyl-1-methyl-8-(1-methyl-1H-pyrazol-4-yl)-9H-pyrido[3,4-b]indole